1-cyclobutyl-3-iodo-1H-pyrazolo[3,4-d]pyrimidin-4-amine C1(CCC1)N1N=C(C=2C1=NC=NC2N)I